tert-butyl (3R,4S)-3-(cyanomethyl)-4-hydroxy-pyrrolidine-1-carboxylate C(#N)C[C@@H]1CN(C[C@H]1O)C(=O)OC(C)(C)C